N1=CC=C(C=C1)COC1=NC=CC(=C1)B1OC(C(O1)(C)C)(C)C 2-(pyridin-4-ylmethoxy)-4-(4,4,5,5-tetramethyl-1,3,2-dioxaborolan-2-yl)pyridine